N[C@@H]1C=2C(=NC=CC2)CC12CCN(CC2)C=2N=CC(=NC2CO)C#CCOC2=CC=C(C(=O)N)C=C2 (S)-4-((3-(5-(5-Amino-5,7-dihydrospiro[cyclopenta[b]pyridine-6,4'-piperidin]-1'-yl)-6-(Hydroxymethyl)pyrazin-2-yl)prop-2-yn-1-yl)oxy)benzamide